4-[6-(benzotriazol-1-ylmethyl)pyrrolo[2,3-c]pyridin-2-yl]benzonitrile N1(N=NC2=C1C=CC=C2)CN2C=C1C(C=C2)=CC(=N1)C1=CC=C(C#N)C=C1